NC1=NC(=NC(=N1)N)CCOC(C(=C)C)=O 2,4-diamino-6-methacryloyloxyethyl-S-triazine